C(C1=CC=CC=C1)C=1NC(=NN1)C(=O)N[C@H]1C(N(C=2C=CC=C3C(=CN(C23)C1)C1=C(C=CC=C1)C(F)(F)F)C)=O |r| (±)-5-benzyl-N-(1-methyl-2-oxo-7-(2-(trifluoromethyl)phenyl)-1,2,3,4-tetrahydro-[1,4]diazepino[3,2,1-hi]indol-3-yl)-4H-1,2,4-triazole-3-carboxamide